C1(=CC=CC=C1)S(=O)(=O)N1CC(C1)C1=C(N=C(S1)N(C)C=1N=NC(=C(C1)C)NC=1SC2=C(N1)C=CC=C2)C(=O)O 5-[1-(Benzenesulfonyl)azetidin-3-yl]-2-({6-[(1,3-benzothiazol-2-yl)amino]-5-methylpyridazin-3-yl}(methyl)amino)-1,3-thiazole-4-carboxylic acid